6-[4-(2,2,2-trifluoroethoxy)phenyl]-7-(trifluoromethyl)-5H-[1,3]thiazolo[3,2-a]pyrimidin-5-one FC(COC1=CC=C(C=C1)C1=C(N=C2N(C1=O)C=CS2)C(F)(F)F)(F)F